COC1=C(C=C(C=C1)/C=C/C(=O)C1=C(C(=O)O)C=CC=C1)C=1SC=CC1 2-[3E-(4-Methoxy-3-thiophen-2-yl-phenyl)-acryloyl]-benzoic acid